4-iodo-2,2-difluorobenzo[d][1,3]dioxole IC1=CC=CC=2OC(OC21)(F)F